Cl.N=1N2C(C=C(C1)C#N)=CC=C2 pyrrolo[1,2-b]Pyridazine-3-carbonitrile, hydrochloride